NC1=NC(=NN2C1=NC=C2C=2C=C(C=CC2C)C(C(C)O)(F)F)Cl (3-(4-amino-2-chloroimidazo[2,1-f][1,2,4]triazin-7-yl)-4-methylphenyl)-1,1-difluoropropan-2-ol